C(C)(C)C1=C(C=CC=C1)C1=CC2=C(C=N1)N(C(N2CC2=CC=C(C=C2)C=2N(C=C(N2)C(F)(F)F)C)=O)C 6-(2-isopropylphenyl)-3-methyl-1-(4-(1-methyl-4-(trifluoromethyl)-1H-imidazol-2-yl)benzyl)-1,3-dihydro-2H-imidazo[4,5-c]pyridin-2-one